ethylenedilaurate C(CCCCCCCCCCCCC(=O)[O-])CCCCCCCCCCCC(=O)[O-]